ClC1=C(C=C2C(=CC(N3C2=C1CC3)=O)C)F 9-chloro-8-fluoro-6-methyl-1,2-dihydro-4H-pyrrolo[3,2,1-ij]quinolin-4-one